N[C@@H](C)C(=O)OCN1N=C(C=C1C)C1=NN2C(N=C(C=C2N2CCOCC2)N2N=C(C=C2)C2=CC=CC=C2)=C1 (5-methyl-3-(7-morpholino-5-(3-phenyl-1H-pyrazol-1-yl)pyrazolo[1,5-a]pyrimidin-2-yl)-1H-pyrazol-1-yl)methyl alaninate